diphenyl-2,5-dipropyl-1,4-benzoquinone diimine C1(=CC=CC=C1)C1=C(C(C(=C(C1=N)CCC)C1=CC=CC=C1)=N)CCC